(S)-N-(4-(benzylsulfanyl)phenyl)-2-(methylamino)-3-(pyridin-3-yl)propionamide dihydrochloride Cl.Cl.C(C1=CC=CC=C1)SC1=CC=C(C=C1)NC([C@H](CC=1C=NC=CC1)NC)=O